3-(2-cyclopropyl-pyrimidin-5-yl)-8-dimethylamino-8-phenyl-1,3-diazaspiro[4.5]decan-2-one C1(CC1)C1=NC=C(C=N1)N1C(NC2(C1)CCC(CC2)(C2=CC=CC=C2)N(C)C)=O